methyl 3-(2-decanamido-3-(hexylamino)-3-oxopropyl)-4-oxo-3,4-dihydroquinazoline-6-carboxylate C(CCCCCCCCC)(=O)NC(CN1C=NC2=CC=C(C=C2C1=O)C(=O)OC)C(=O)NCCCCCC